OC1=C(C=C(C=C1)OC)CC(=O)CC1=C(C=CC(=C1)OC)O 1-(2-hydroxy-5-methoxyphenyl)-methyl ketone